CN(CCN1C(=NC2=C3CC[C@@H](NC3=CC=C21)C)CCC2=CC=CC=C2)C (7S)-3-[2-(Dimethylamino)ethyl]-7-methyl-2-(2-phenylethyl)-3H,6H,7H,8H,9H-imidazo[4,5-f]chinolin